(5-chloro-1-((2-(trimethylsilyl)ethoxy)methyl)-1H-pyrrolo[3,2-b]pyridin-7-yl)methanol chromium calcium hydrophosphate P(=O)([O-])([O-])O.[Ca+2].[Cr+3].ClC1=CC(=C2C(=N1)C=CN2COCC[Si](C)(C)C)CO